N'-(1-(3,4-dichlorophenyl)-2-(dimethylamino)ethyl)-N-methyl-4-(trifluoromethoxy)benzenesulfonimidamide ClC=1C=C(C=CC1Cl)C(CN(C)C)N=S(=O)(NC)C1=CC=C(C=C1)OC(F)(F)F